1,3-dimethyl-1H-naphtho[1,8-de]-1,2,3-triazinium tetrakis(2,3,4,5,6-pentafluorophenyl)borate FC1=C(C(=C(C(=C1F)F)F)F)[B-](C1=C(C(=C(C(=C1F)F)F)F)F)(C1=C(C(=C(C(=C1F)F)F)F)F)C1=C(C(=C(C(=C1F)F)F)F)F.C[NH+]1NN(C2=C3C1=CC=CC3=CC=C2)C